FC1=CC=CC=2N=C(SC21)N(CCC2=CC=C(C=C2)OC)CC2=CC=C(C(=O)NCC(=O)O)C=C2 (4-(((7-fluorobenzo[d]thiazol-2-yl)(4-methoxyphenethyl)amino)-methyl)benzoyl)glycine